1-{5'-chloro-7'-oxo-7',8'-dihydro-6'H-spiro[cyclohexane-1,9'-furo[2,3-f]quinazoline]-2'-ylmethyl}piperidine-4-carboxamide ClC=1C=C2C(=C3C4(NC(NC13)=O)CCCCC4)OC(=C2)CN2CCC(CC2)C(=O)N